C(N)(OC[C@H](NC(=O)NC=1N=C(SC1)C#C)C1=CC=C(C=C1)C=1C(=NC=CC1)N(C)C)=O (R)-2-(4-(2-(dimethylamino) pyridin-3-yl) phenyl)-2-(3-(2-ethynyl thiazol-4-yl)-ureido)-ethyl carbamate